1-(2-(diethylamino)ethyl)-3-(2-(4-isobutyrylpiperazin-1-yl)quinolin-6-yl)thiourea C(C)N(CCNC(=S)NC=1C=C2C=CC(=NC2=CC1)N1CCN(CC1)C(C(C)C)=O)CC